C(#N)C=1C(=NC(=CC1)C1=CN=C2N1N=C(C(=C2)OC)C2CC2)N[C@H]2CN(C[C@@H]2F)C(=O)OC(C)(C)C tert-butyl (3S,4S)-3-((3-cyano-6-(6-cyclopropyl-7-methoxyimidazo[1,2-b]pyridazin-3-yl) pyridin-2-yl) amino)-4-fluoropyrrolidine-1-carboxylate